5-(2-fluoro-6-hydroxy-3-((1-methylpiperidin-2-yl)methyl)phenyl)-1,2,5-thiadiazolidin-3-one 1,1-dioxide FC1=C(C(=CC=C1CC1N(CCCC1)C)O)N1CC(NS1(=O)=O)=O